C(C)(C)P(CC1=CC=NC=C1CP(C(C)C)C(C)C)C(C)C diisopropyl-[[5-(diiso-propylphosphanylmethyl)pyridin-4-yl]methyl]phosphane